N-[3-(hydroxymethyl)oxetan-3-yl]-2-methyl-5-[(pyridin-2-yl)methoxy]furo[2,3-c]pyridine-3-carboxamide OCC1(COC1)NC(=O)C1=C(OC2=CN=C(C=C21)OCC2=NC=CC=C2)C